C(C)(C)(C)OC(=O)N1CC(C(CC1)(F)F)C1=CC(=NC=C1)C(N)=O 3-(2-carbamoyl-pyridin-4-yl)-4,4-difluoropiperidine-1-carboxylic acid tert-butyl ester